C1(CC1)C1=NN(C=N1)C1CC2(CN(C2)C(=O)N2CC3(C2)CC(C3)OC3=C(C=C(C=C3)F)F)C1 (6-(3-cyclopropyl-1H-1,2,4-triazol-1-yl)-2-azaspiro[3.3]heptan-2-yl)(6-(2,4-difluorophenoxy)-2-azaspiro[3.3]heptan-2-yl)methanone